OCC(C(=O)OC(C(CO)(C)C)=O)(C)C hydroxypivalyl hydroxypivalate